methyl 3-aminodibenzo[b,e][1,4]dioxin-2-carboxylate NC=1C(=CC2=C(OC3=C(O2)C=CC=C3)C1)C(=O)OC